N-(4-(4-amino-7-phenyl-7H-pyrrolo[2,3-d]pyrimidin-5-yl)benzyl)-5-fluoro-2-methoxybenzamide NC=1C2=C(N=CN1)N(C=C2C2=CC=C(CNC(C1=C(C=CC(=C1)F)OC)=O)C=C2)C2=CC=CC=C2